(S)-N-((3-(4-(4-(1,1-dioxidothietan-3-yl)piperidin-1-yl)-3,5-difluorophenyl)-2-oxooxazolidin-5-yl)methyl)cyclobutanecarboxamide O=S1(CC(C1)C1CCN(CC1)C1=C(C=C(C=C1F)N1C(O[C@H](C1)CNC(=O)C1CCC1)=O)F)=O